2-naphthoquinone-4-sulfonate C1(C(C=C(C2=CC=CC=C12)S(=O)(=O)[O-])=O)=O